C(C)N1N=C2N=C(C=NC2=C1)N[C@@H](C)C=1C=C(C=CC1C)NC(C1=CN=C(C(=C1)C)F)=O (S)-N-(3-(1-((2-ethyl-2H-pyrazolo[3,4-b]pyrazin-6-yl)amino)ethyl)-4-methylphenyl)-6-fluoro-5-methylnicotinamide